4-thiazole C1C=CSN1